(5-bromopentyl)trimethylammonium bromide [Br-].BrCCCCC[N+](C)(C)C